[Co].[Fe].[C].C(\C=C\C=C\C=C)NS(=O)(=O)C N-((2E,4E)-hept-2,4,6-trien-1-yl)methanesulfonamide carbon iron-cobalt